ClC1=CC(=C(C=N1)C=1C=NN(C1)C1CN(C1)C(=O)OC(C)(C)C)F tert-butyl 3-(4-(6-chloro-4-fluoropyridin-3-yl)-1H-pyrazol-1-yl)azetidine-1-carboxylate